Methyl (2S)-2-amino-3-(1-bicyclo[1.1.1]pentanyl)propanoate N[C@H](C(=O)OC)CC12CC(C1)C2